FC=1C(=CC2=C(C(N3[C@@H](CO2)C[C@@H](C3)OC3=NC=C2CCC(NC2=C3)=O)=O)C1OC(C)C)C (2S,11aR)-7-Fluoro-6-isopropoxy-8-methyl-2-((2-oxo-1,2,3,4-tetrahydro-1,6-naphthyridin-7-yl)oxy)-2,3,11,11a-tetrahydro-1H,5H-benzo[f]pyrrolo[2,1-c][1,4]oxazepin-5-one